C(#N)C1=C(OC=2C=C3C(N(C=NC3=CC2)CCCNC(OC(C)(C)C)=O)=O)C(=CC=C1NS(=O)(=O)C1CCCCC1)F tert-butyl N-[3-[6-[2-cyano-3-(cyclohexyl sulfonyl amino)-6-fluoro-phenoxy]-4-oxo-quinazolin-3-yl]propyl]carbamate